CC(CCCCCCCCCCCCC(CO)O)CCCCCCC 15-methyl-docosane-1,2-diol